2-((S)-(4-fluorophenyl)((S)-11-hydroxy-10-oxo-5,6-dihydro-10H-imidazo[2',1':3,4]pyrazino[1,2-b]pyridazin-6-yl)methyl)benzonitrile FC1=CC=C(C=C1)[C@@H](C1=C(C#N)C=CC=C1)[C@H]1CN2C(C=3N1N=CC(C3O)=O)=NC=C2